Dichloro(3-methyl-2-butenylidene)bis(triphenylphosphine) ruthenium [Ru].ClP(C(C=C(C)C)P(C1=CC=CC=C1)(C1=CC=CC=C1)(C1=CC=CC=C1)Cl)(C1=CC=CC=C1)(C1=CC=CC=C1)C1=CC=CC=C1